CN1C(N(CC1)NC(=O)C1=CN=C2N1N=C(C=C2NC)NC=2C(N(C=CC2)C2=NC=CC=C2)=C=O)=C=O N-(3-methyl-2-carbonylimidazolidin-1-yl)-8-(methylamino)-6-((2-carbonyl-2H-[1,2'-bipyridinyl]-3-yl)amino)imidazo[1,2-b]pyridazine-3-carboxamide